5,7-Difluoro-2-methyl-3-(4'-(trifluoromethoxy)-[1,1'-biphenyl]-4-yl)quinolin-4(1H)-one FC1=C2C(C(=C(NC2=CC(=C1)F)C)C1=CC=C(C=C1)C1=CC=C(C=C1)OC(F)(F)F)=O